C(C)S(=O)(=O)NC1=CC=C(C=C1)C1=C2N=CNC2=NC(=N1)NC(=O)C1CC1 N-(6-(4-(ethylsulfonylamino)phenyl)-9H-purin-2-yl)cyclopropylcarboxamide